C(C)(C)(C)OC(=O)N1CC(CC(C1)C1=CC=CC=C1)C#N 3-cyano-5-phenylpiperidine-1-carboxylic acid tert-butyl ester